FC=1C(=NC=CC1)CN(C(=O)C1=CN=C(S1)N1CCC(CC1)N1C[C@@H](CCC1)C)C N-[(3-fluoropyridin-2-yl)methyl]-N-methyl-2-[(3R)-3-methyl-[1,4'-bipiperidin]-1'-yl]-1,3-thiazole-5-carboxamide